6-(2,4-dimethoxypyrimidin-5-yl)-2-methylpyridazin-3(2H)-one COC1=NC=C(C(=N1)OC)C=1C=CC(N(N1)C)=O